ClC1=C(C=CC=C1Cl)C1=C(N=C(N=N1)N1CCC2([C@@H]([C@@H](OC2)C)N)CC1)C (3s,4s)-8-(6-(2,3-dichlorophenyl)-5-methyl-1,2,4-triazin-3-yl)-3-methyl-2-oxa-8-azaspiro[4.5]decan-4-amine